TRIPHENYL-STIBINE C1(=CC=CC=C1)[Sb](C1=CC=CC=C1)C1=CC=CC=C1